2-cyano-1-[4-(methanesulfonyl)-2-trifluoromethylphenyl]-3-(1-methylcyclopropyl)-propane-1,3-dione C(#N)C(C(=O)C1=C(C=C(C=C1)S(=O)(=O)C)C(F)(F)F)C(=O)C1(CC1)C